2-(hydroxymethyl)-3-iodo-1-methyl-1,6-naphthyridin-4(1H)-one OCC=1N(C2=CC=NC=C2C(C1I)=O)C